4-(3-methoxy-4-nitrophenoxy)-1-methyl-1H-pyrazole COC=1C=C(OC=2C=NN(C2)C)C=CC1[N+](=O)[O-]